C(#N)C1=C(C=CC=C1C)NC(C(=O)OCC)C1=CC=C(C=C1)F Ethyl 2-((2-cyano-3-methylphenyl)amino)-2-(4-fluorophenyl)acetate